tert-butyl (4-carbamoyl-2-(3-((4-hydroxy-2-methyl-3-oxo-2-azabicyclo[3.1.0]hexan-4-yl)ethynyl)phenyl)thiazol-5-yl)carbamate C(N)(=O)C=1N=C(SC1NC(OC(C)(C)C)=O)C1=CC(=CC=C1)C#CC1(C(N(C2CC12)C)=O)O